NCC1(C(C(CC(=C1)CN)(C(=O)O)CN)C(=O)O)C(=O)O.C(C)C1=C(C(=C(C(=C1C(=O)O)CC)C(=O)O)CC)C(=O)O 2,4,6-triethyl-1,3,5-benzenetricarboxylic acid, 1,3,5-tris(aminomethyl)benzenetricarboxylic acid salt